(4-bromo-2-fluorophenyl)(pyrrolidin-3-yl)methanone tert-butyl-2-(diethoxyphosphoryl)-3-(3-(4-(pentafluoro-λ6-sulfaneyl)phenyl)-1,2,4-oxadiazol-5-yl)propanoate C(C)(C)(C)OC(C(CC1=NC(=NO1)C1=CC=C(C=C1)S(F)(F)(F)(F)F)P(=O)(OCC)OCC)=O.BrC1=CC(=C(C=C1)C(=O)C1CNCC1)F